FC=1C=C2C(=NC(=NC2=C(C1C1=CC(=CC2=CC=CC=C12)O)F)OC[C@H]1N(CCC1)C)N1C[C@H]2CC[C@@H](C1)N2C(CC2C(NC(S2)=O)=O)=O 5-(2-((1R,5S)-3-(6,8-difluoro-7-(3-hydroxynaphthalen-1-yl)-2-(((S)-1-methylpyrrolidin-2-yl)methoxy)quinazolin-4-yl)-3,8-diazabicyclo[3.2.1]octan-8-yl)-2-oxoethyl)thiazolidine-2,4-dione